(4-morpholin-4-yl-phenyl)-butan-1-one N1(CCOCC1)C1=CC=C(C=C1)C(CCC)=O